2,3,4,5-tetrafluorophenylboronic acid FC1=C(C=C(C(=C1F)F)F)B(O)O